NCC12C3(CCC(C2CCC1)C3)CN Bis(aminomethyl)tricyclo-[5.2.1.02,6]decan